ethyl ((S)-((((2R,5R)-5-(6-amino-9H-purin-9-yl)-4-fluoro-2,5-dihydrofuran-2-yl)oxy)methyl)(phenoxy)phosphoryl)-L-alaninate Phosphate P(=O)(O)(O)O.NC1=C2N=CN(C2=NC=N1)[C@H]1C(=C[C@H](O1)OC[P@](=O)(OC1=CC=CC=C1)N[C@@H](C)C(=O)OCC)F